C1=C(C=CC=2C(C3=CC(=CC=C3C(C12)=O)S(=O)(=O)[O-])=O)S(=O)(=O)[O-] 6-anthraquinonedisulfonate